NC=1C(=CC=2SCC[C@@H]3N(C2N1)CCNC3)Cl (S)-2-amino-3-chloro-6,7,7a,8,10,11-hexahydro-9H-pyrazino[1,2-d]pyrido[3,2-b][1,4]thiazepin